CC(C)(C)[O-].[Na+].C(C1=CC=CC=C1)OC1=CC=C(C=N1)N1CCN(CC1)C 1-(6-(Benzyloxy)pyridin-3-yl)-4-methylpiperazine Sodium tert-butoxide